C1CCC2=CC(=CC=C12)OCC(=O)N(CC1=CN=CS1)CC 2-(2,3-dihydro-1H-inden-5-yloxy)-N-ethyl-N-(thiazol-5-ylmethyl)acetamide